OC(C(C)NC(OC(C)(C)C)=O)CO tert-butyl (3,4-dihydroxybutan-2-yl)carbamate